C(C)OC(C(C(O)C1=CC(=C(C=C1)Cl)Cl)(F)F)=O 3-(3,4-dichlorophenyl)-2,2-difluoro-3-hydroxypropionic acid ethyl ester